normal butanoic acid C(CCC)(=O)O